3-(5,5-dimethyl-8-(4-(trifluoromethyl)phenyl)-1,3,4,5-tetrahydro-2H-benzo[c]azepin-2-yl)-1-(indolin-1-yl)propan-1-one Calcium sulfosuccinate S(=O)(=O)(O)C(C(=O)[O-])CC(=O)[O-].[Ca+2].CC1(C2=C(CN(CC1)CCC(=O)N1CCC3=CC=CC=C13)C=C(C=C2)C2=CC=C(C=C2)C(F)(F)F)C